5-methoxy-3,3-dimethyl-1h,2h,3h-pyrrolo[3,2-b]pyridine COC1=CC=C2C(=N1)C(CN2)(C)C